4-(tert-butyl)cyclohexan-1-on C(C)(C)(C)C1CCC(CC1)=O